tert-butyl (S)-2-(((S)-1-cyano-2-(2-fluoro-4-(3-oxoisoindolin-5-yl)phenyl)ethyl)carbamoyl)-1,4-oxazepane-4-carboxylate C(#N)[C@H](CC1=C(C=C(C=C1)C=1C=C2C(NCC2=CC1)=O)F)NC(=O)[C@H]1OCCCN(C1)C(=O)OC(C)(C)C